2,4A,5,6,7,8-hexahydro-3,5,5,9-tetramethyl-1H-benzocycloheptene CC1=CC2C(=C(CCCC2(C)C)C)CC1